2,3-bis(2-pyridyl)benzoquinoxaline N1=C(C=CC=C1)C1=NC2=C3C(=CC=C2N=C1C1=NC=CC=C1)C=CC=C3